(S)-3-(5-amino-2-((4-((methyl-sulfonyl)methyl)phenyl)amino)-quinazolin-7-yl)-4-methyloxazolidin-2-one NC1=C2C=NC(=NC2=CC(=C1)N1C(OC[C@@H]1C)=O)NC1=CC=C(C=C1)CS(=O)(=O)C